C[C@@H]1N(CCNC1)CC1=NOC(=N1)C (2S)-2-methyl-1-((5-methyl-1,2,4-oxadiazol-3-yl)methyl)piperazine